6-(2-chlorophenyl)-5-methyl-2-((3-methyl-4-((3AR,6AS)-5-methylhexahydropyrrolo[3,4-c]pyrrol-2(1H)-yl)phenyl)amino)-8-((S)-1-propylpiperidin-3-yl)pyrido[2,3-d]pyrimidin-7(8H)-one ClC1=C(C=CC=C1)C1=C(C2=C(N=C(N=C2)NC2=CC(=C(C=C2)N2C[C@@H]3CN(C[C@@H]3C2)C)C)N(C1=O)[C@@H]1CN(CCC1)CCC)C